BrC=1C(=CC=2N(C1)C=CN2)OC(C)C 6-bromo-7-isopropoxyimidazo[1,2-a]pyridin